NC1=CC=CC=2C1=C1C=C3C=CC=CC3=CC1=CC2 aminobenz(a)anthracene